4-((triisopropylsilyl)ethynyl)-1-((2-(trimethylsilyl)ethoxy)methyl)-1H-pyrrole C(C)(C)[Si](C(C)C)(C(C)C)C#CC=1C=CN(C1)COCC[Si](C)(C)C